2-(4-azaspiro[2.4]heptane-4-carbonylamino)-4-[2-isopropoxyethyl-[4-(5,6,7,8-tetrahydro-1,8-naphthyridin-2-yl)butyl]amino]butanoic acid C1CC12N(CCC2)C(=O)NC(C(=O)O)CCN(CCCCC2=NC=1NCCCC1C=C2)CCOC(C)C